Methyl 4-(7,8-dimethoxy-4-oxobenzo[4,5]thieno[3,2-d]pyrimidin-3(4H)-yl)butanoate COC1=CC2=C(C=3N=CN(C(C3S2)=O)CCCC(=O)OC)C=C1OC